trihydroxy-16a-methyl-pregna-1,4-dien-3,20-dion OC1=C(C(C(=C2CC[C@H]3[C@@H]4C[C@H]([C@H](C(C)=O)[C@]4(CC[C@@H]3[C@@]12C)C)C)O)=O)O